C(#N)[C@H]1N(CCC1)C(CN1C[C@H](CC1)NC(=O)C1=COC2=C1C=CC(=C2)C)=O N-((S)-1-(2-((S)-2-cyanopyrrolidin-1-yl)-2-oxoethyl)pyrrolidin-3-yl)-6-methylbenzofuran-3-carboxamide